ClC=1C=CC(=NC1)C1=NOC(=N1)NC=1C=CC(=NC1)C(=NO)N 5-((3-(5-chloropyridin-2-yl)-1,2,4-oxadiazol-5-yl)amino)-N'-hydroxypyridineformamidine